5-methyl-6-(3-((1-methyl-1H-pyrazol-5-yl)amino)-7,8-dihydro-1,6-naphthyridin-6(5H)-yl)-N-((3-methylpyridin-4-yl)methyl)nicotinamide CC=1C(=NC=C(C(=O)NCC2=C(C=NC=C2)C)C1)N1CC=2C=C(C=NC2CC1)NC1=CC=NN1C